[Cl-].[Cl-].C[Zr+2](C1C=CC2=CC=CC=C12)C dimethyl-(1-indenyl)zirconium dichloride